CC1(OB(OC1(C)C)C=1C=CC=C2C=NC(=NC12)N)C 8-(4,4,5,5-tetramethyl-1,3,2-dioxaborolan-2-yl)quinazolin-2-amine